4-(((3-(2-Bromoethyl)cyclobutyl)methyl)thio)-7-(trifluoromethyl)quinoline BrCCC1CC(C1)CSC1=CC=NC2=CC(=CC=C12)C(F)(F)F